C(C)(=O)N1CC2=CC(=CC=C2[C@H](C1)N(C(=O)C1=CC2=NC(=C3C(=C2N1)COC3)N)C)C(F)(F)F (R)-N-(2-acetyl-7-(trifluoromethyl)-1,2,3,4-tetrahydroisoquinolin-4-yl)-5-amino-N-methyl-6,8-dihydro-1H-furo[3,4-d]pyrrolo[3,2-b]pyridine-2-carboxamide